7-(5-((3-(4-fluorophenyl)-5-methylisoxazol-4-yl)methoxy)pyrazin-2-yl)-3-(trifluoromethyl)-6,7-dihydro-[1,2,4]triazolo[4,3-a]pyrazin-8(5H)-one FC1=CC=C(C=C1)C1=NOC(=C1COC=1N=CC(=NC1)N1C(C=2N(CC1)C(=NN2)C(F)(F)F)=O)C